tert-butyl (1-cyclopropyl-2-oxoethyl)carbamate C1(CC1)C(C=O)NC(OC(C)(C)C)=O